COC=1C=C2N=CC(=NC2=CC1)N[C@@H](C)C=1C=C(C=CC1)NC(C1=CN=CC(=C1)C)=O (S)-N-(3-(1-((6-methoxyquinoxalin-2-yl)amino)ethyl)phenyl)-5-methylnicotinamide